(R)-N-(6-(3-(3,5-difluorophenyl)isooxazolidin-2-yl)pyrimidin-4-yl)-5-methoxy-1'-methylspiro[indoline-3,4'-piperidine]-6-amine FC=1C=C(C=C(C1)F)[C@@H]1N(OCC1)C1=CC(=NC=N1)NC1=C(C=C2C(=C1)NCC21CCN(CC1)C)OC